CN(CCCO)C 3-(dimethylamino)-propan-1-ol